1,1'-oxybis(ethane) O(CC)CC